5-azaindolium [NH+]=1C=CC2=CNC=CC12